CC=1N=C(OC1C)C1CC2(C1)N(C(CN(C2=O)C(C)C)=O)CC2=CC=C(C=C2)C(F)(F)F 2-(4,5-dimethyloxazol-2-yl)-8-isopropyl-5-(4-(trifluoromethyl)benzyl)-5,8-diazaspiro[3.5]nonane-6,9-dione